ClC1=C(C(=O)NC(C(=O)O)CCN(CCCCC2=NC=3NCCCC3C=C2)CC(F)F)C=CC=C1F 2-[(2-chloro-3-fluoro-benzoyl)amino]-4-[2,2-difluoroethyl-[4-(5,6,7,8-tetrahydro-1,8-naphthyridin-2-yl)butyl]amino]butanoic acid